N1(C=NC=C1)C1=CC=C(C=C1)NC1=NC2=CC=CC=C2C=N1 2-((4-(1H-imidazol-1-yl)phenyl)amino)quinazolin